2-methyl-5-(naphthalen-1-yl)octahydropyrrolo[3,4-c]pyrrole CN1CC2CN(CC2C1)C1=CC=CC2=CC=CC=C12